C(C)OC(CC=1C(=NC(=NC1)SC)N1CCN(CC1)C1=NC=C(C=C1F)N1C(O[C@H](C1)CNC(C)=O)=O)=O (S)-4-(4-(5-(5-(acetamidomethyl)-2-oxazolidinone-3-yl)-3-fluoropyridin-2-yl)piperazin-1-yl)-2-(methylthio)pyrimidine-5-acetic acid ethyl ester